CC1=CC=C(CNC=2C=C(C=CC2)N2N=NC(=C2)C2=C(C(=O)O)C=CN=C2)C=C1 (1-(3-(4-methylbenzylamino)phenyl)-1H-1,2,3-triazol-4-yl)isonicotinic acid